CC1=CC=C(C=N1)C(=O)NCC#CC=1N(C2=CC=CC(=C2C1)NC1CCN(CC1)C)CC(F)(F)F 6-methyl-N-(3-{4-[(1-methylpiperidin-4-yl)amino]-1-(2,2,2-trifluoroethyl)-1H-indol-2-yl}prop-2-yn-1-yl)pyridine-3-carboxamide